(4-tert-butylcyclohexyl) sec-butyl fumarate C(\C=C\C(=O)OC(C)CC)(=O)OC1CCC(CC1)C(C)(C)C